NC1=C(C=CC=C1)C(CO)O 2-aminophenyl-ethylene glycol